3-(7-bromopyrrolo[2,1-f][1,2,4]triazin-2-yl)-4-methylaniline BrC1=CC=C2C=NC(=NN21)C=2C=C(N)C=CC2C